4-(2'-oxo-1',2'-dihydrospiro[cyclohexane-1,3'-pyrrolo[3,2-b]pyridin]-4-yl)-1,4-diazepan-1-carboxylic acid ethyl ester C(C)OC(=O)N1CCN(CCC1)C1CCC2(C(NC=3C2=NC=CC3)=O)CC1